(E)-4,4,4-trifluoro-N-methyl-N-((1s,3s)-3-methyl-3-((7-(1-methyl-1H-pyrazol-4-yl)imidazo[1,2-c]pyrimidin-5-yl)oxy)cyclobutyl)but-2-enamide FC(/C=C/C(=O)N(C1CC(C1)(OC1=NC(=CC=2N1C=CN2)C=2C=NN(C2)C)C)C)(F)F